8'-fluoro-6'-((5S)-5-methylpiperidin-2-yl)-1',4'-dihydro-2'H-spiro[cyclopropane-1,3'-quinolin]-2'-one FC=1C=C(C=C2CC3(C(NC12)=O)CC3)C3NC[C@H](CC3)C